(S)-1-(5-chloro-2-((5-cyanopyridin-3-yl)methoxy)-4-((4''-(2-((2-hydroxyethyl)amino)ethoxy)-2,2'-dimethyl-[1,1':3',1''-terphenyl]-3-yl)methoxy)benzyl)piperidine-2-carboxylic acid ClC=1C(=CC(=C(CN2[C@@H](CCCC2)C(=O)O)C1)OCC=1C=NC=C(C1)C#N)OCC=1C(=C(C=CC1)C1=C(C(=CC=C1)C1=CC=C(C=C1)OCCNCCO)C)C